1,3,4,6-tetra-O-galloyl-beta-D-glucose C(C1=CC(O)=C(O)C(O)=C1)(=O)O[C@H]1[C@H](O)[C@@H](OC(C2=CC(O)=C(O)C(O)=C2)=O)[C@H](OC(C2=CC(O)=C(O)C(O)=C2)=O)[C@H](O1)COC(C1=CC(O)=C(O)C(O)=C1)=O